2-Ethylsulfanyl-N-(2-hydroxy-3-phenyl-propyl)-4-methyl-6-morpholin-4-yl-pyridine-3-carboxylic acid amide C(C)SC1=NC(=CC(=C1C(=O)NCC(CC1=CC=CC=C1)O)C)N1CCOCC1